N-(5,8,11,14-eicosatetraenoyl)tyrosine C(CCCC=CCC=CCC=CCC=CCCCCC)(=O)N[C@@H](CC1=CC=C(C=C1)O)C(=O)O